2-(3,5-dihydroxyphenyl)-3-(3-methoxy-4-hydroxyphenyl)-4-methoxymethyloxy-6-hydroxy-1H-inden-1-one OC=1C=C(C=C(C1)O)C=1C(C2=CC(=CC(=C2C1C1=CC(=C(C=C1)O)OC)OCOC)O)=O